N-(2-(1,7-dimethyl-1H-indol-3-yl)-2-(dimethylamino)ethyl)-1H-indole-6-sulfonamide CN1C=C(C2=CC=CC(=C12)C)C(CNS(=O)(=O)C1=CC=C2C=CNC2=C1)N(C)C